NC=1N2C(C=3N(C(N(C3N1)CCN1CCN(CC1)C1=C(C=C(C(=O)O)C=C1)F)=O)C)=CC(=N2)C=2OC=CC2 4-(4-(2-(5-amino-8-(furan-2-yl)-1-methyl-2-oxo-1H-pyrazolo[5,1-i]purin-3(2H)-yl)ethyl)piperazin-1-yl)-3-fluorobenzoic acid